ClC1=CC(=C(N=N1)OC1=C(C(=CC=C1)C1CC1)F)C(=O)N[C@H](CC1=C(C=C(C=C1)Cl)Cl)CON |r| 6-chloro-3-(3-cyclopropyl-2-fluoro-phenoxy)-N-[(1RS)-1-(aminooxymethyl)-2-(2,4-dichlorophenyl)ethyl]pyridazine-4-carboxamide